ClC1=NC(=C2N=CN(C2=N1)[C@@H]1O[C@@H]([C@H]([C@H]1O)O)CO)N1CC2(CCCC3=CC=CC=C23)CC1 (2R,3R,4S,5R)-2-(2-chloro-6-spiro[pyrrolidine-3,1'-tetrahydronaphthalene]-1-yl-purin-9-yl)-5-(hydroxymethyl)tetrahydrofuran-3,4-diol